1-benzyl-6-chloro-3-isopropylpyrimidine-2,4(1H,3H)-dione C(C1=CC=CC=C1)N1C(N(C(C=C1Cl)=O)C(C)C)=O